C(=O)O.FC1=CC=C(CC2=CC3=C(OCCN3C(CN3[C@H](CN[C@@H](C3)C)CN3[C@@H](COCC3)C)=O)N=C2)C=C1 1-(7-(4-fluorobenzyl)-2,3-dihydro-1H-pyrido[2,3-b][1,4]oxazin-1-yl)-2-((2R,5R)-5-methyl-2-(((R)-3-methylmorpholino)methyl)piperazin-1-yl)ethan-1-one formate